1-[3-fluoro-5-(2-aminoethylamino)phenyl]-3-[3,5-dichloro-2-(2-hydroxyethyl)phenyl]urea FC=1C=C(C=C(C1)NCCN)NC(=O)NC1=C(C(=CC(=C1)Cl)Cl)CCO